(S)-7-chloro-1-((3,3-difluorocyclobutyl)carbamoyl)-2,3-dihydro-1H-inden ClC=1C=CC=C2CC[C@@H](C12)C(NC1CC(C1)(F)F)=O